N2-(2,3-dihydrobenzofuran-3-ylmethyl)-6-(1H-indazol-6-yl)-1,3,5-triazine-2,4-diamine O1CC(C2=C1C=CC=C2)CNC2=NC(=NC(=N2)N)C2=CC=C1C=NNC1=C2